2,4-diaminotoluenesulfonic acid NC1=C(CS(=O)(=O)O)C=CC(=C1)N